C(C)OC(=O)C=1C=NN(C1)C1(CC1)C=1C=NC(=CC1C)Cl (1-(6-chloro-4-methylpyridin-3-yl)cyclopropyl)-1H-pyrazole-4-carboxylic acid ethyl ester